FC1=C(C(=CC=C1)OC)C1=NC=CC2=C1CN(C2=O)C2=NC(=C(C=C2)N2CCNCC2)N[C@H]2[C@H](CCC2)O 4-(2-fluoro-6-methoxyphenyl)-2-(6-(((1r,2s)-2-hydroxycyclopentyl)amino)-5-(piperazin-1-yl)pyridin-2-yl)-2,3-dihydro-1H-pyrrolo[3,4-c]pyridin-1-one